5-Bromo-N-((tetrahydro-2H-pyran-2-yl)methyl)-1H-indazole-3-carboxamide BrC=1C=C2C(=NNC2=CC1)C(=O)NCC1OCCCC1